2-(4-acetylphenyl)-7,7-dimethyl-10-(2-(piperidin-1-yl)ethoxy)-5,12b-dihydro-1H,7H-chromeno[4,3-c][1,2,4]triazolo[1,2-a]Pyridazine C(C)(=O)C1=CC=C(C=C1)N1CN2N(CC=C3C2C=2C=CC(=CC2OC3(C)C)OCCN3CCCCC3)C1